C(C)(C)C1=NC(=NC(=C1)N1CC(NCC1)C=1C=NN2C1C=CC=C2)N 4-isopropyl-6-(3-(pyrazolo[1,5-a]pyridin-3-yl)piperazin-1-yl)pyrimidin-2-amine